C(C)(C)(C)OC(=O)N1C[C@H]2C([C@H]2C1)C(NC(C)(C)C1=NC=C2N1C=CC=C2SCC(C)C)=O (1r,5s,6r)-6-((2-(8-(isobutylsulfanyl)imidazo[1,5-a]pyridin-3-yl)propan-2-yl)carbamoyl)-3-azabicyclo[3.1.0]hexane-3-carboxylic acid tert-butyl ester